N(=[N+]=[N-])CC1=C(C=C(C(=C1)OCCOC)F)F 1-(azidomethyl)-2,4-difluoro-5-(2-methoxyethoxy)benzene